NC1=C2C(=NC=N1)N(N=C2C#CC2=CC1=C(N(C=N1)C)C(=C2F)F)[C@@H]2CN(CC2)C(C=C)=O 1-[(3S)-3-{4-amino-3-[2-(6,7-difluoro-1-methyl-1,3-benzodiazol-5-yl)ethynyl]pyrazolo[3,4-d]pyrimidin-1-yl}pyrrolidin-1-yl]prop-2-en-1-one